(3-(trifluoromethoxy)phenyl)pyrimidine-2,4-diamine FC(OC=1C=C(C=CC1)C=1C(=NC(=NC1)N)N)(F)F